The molecule is a long-chain fatty acid ethyl ester resulting from the formal condensation of the carboxy group of dodec-2-enoic acid with the hydroxy group of ethanol. It is a long-chain fatty acid ethyl ester and an enoate ester. CCCCCCCCC/C=C\\C(=O)OCC